4-[(4R,9aS)-8-[2-[6-(3-amino-3-methyl-azetidin-1-yl)-3-pyridyl]ethyl]-4-methyl-3,4,6,7,9,9a-hexahydro-1H-pyrazino[1,2-a]pyrazin-2-yl]-3-fluoro-pyrazolo[1,5-a]pyridine-7-carbonitrile NC1(CN(C1)C1=CC=C(C=N1)CCN1C[C@@H]2N([C@@H](CN(C2)C=2C=3N(C(=CC2)C#N)N=CC3F)C)CC1)C